NC1=CN=C(C=C1C(=O)N[C@H]1CCC2=CC(=CC=C12)N1C(=NC=2C1=NC(=CC2)N2N=CC=C2)C=2C(=NC=CC2)N)C (S)-5-amino-N-(5-(2-(2-aminopyridin-3-yl)-5-(1H-pyrazol-1-yl)-3H-imidazo[4,5-b]pyridin-3-yl)-2,3-dihydro-1H-inden-1-yl)-2-methylisonicotinamide